CC1=C(C(=CC(=C1)[N+](=O)[O-])[N+](=O)[O-])OC(C(=O)OC1=C(C=C(C=C1[N+](=O)[O-])[N+](=O)[O-])C)=O.ClC=1C(=NC(=NC1)NC1CCOCC1)C1=CC=C2CN(C(C2=C1)=O)CC(=O)NCC1=C(C=CC=C1)F 2-(6-{5-chloro-2-[(oxan-4-yl)amino]pyrimidin-4-yl}-1-oxo-2,3-dihydro-1H-isoindol-2-yl)-N-[(2-fluorophenyl)methyl]acetamide bis(2-methyl-4,6-dinitrophenyl)oxalate